OC(CC1=C(C(=C(C=C1C(=O)N)C(=O)N)CC(CO)O)NCC(CO)O)CO (E)-bis(2,3-dihydroxypropyl)-5-((2,3-dihydroxypropyl)amino)isophthalamide